O=C1NN=C(C(N1)=O)C#N 3,5-dioxo-4H-1,2,4-triazine-6-carbonitrile